6-fluoro-5-(3-((5-fluoro-2-methyl-3-oxo-3,4-dihydroquinoxalin-6-yl)methyl)-3,8-diazabicyclo[3.2.1]octan-8-yl)-N-methylpicolinamide FC1=C(C=CC(=N1)C(=O)NC)N1C2CN(CC1CC2)CC=2C(=C1NC(C(=NC1=CC2)C)=O)F